5-(3-Methoxyphenyl)-N-(3-(morpholinomethyl)-1,2,4-thiadiazol-5-yl)thiophene-3-carboxamide COC=1C=C(C=CC1)C1=CC(=CS1)C(=O)NC1=NC(=NS1)CN1CCOCC1